tert-butyl N-(7-bromo-6-fluoro-2,3-dihydrofuro[3,2-b]pyridin-5-yl)carbamate BrC1=C2C(=NC(=C1F)NC(OC(C)(C)C)=O)CCO2